5-{3-[1-(4-amino-3-methyl-1H-pyrazolo[3,4-d]pyrimidin-1-yl)ethyl]-5-chloro-2-methoxy-6-methylphenyl}-1,3-oxazolidin-2-one NC1=C2C(=NC=N1)N(N=C2C)C(C)C=2C(=C(C(=C(C2)Cl)C)C2CNC(O2)=O)OC